C(C)NC(NC1=CC(=NC=N1)CC1CCN(CC1)C=1C=CC(=NC1F)C(=O)NC)=O 5-(4-((6-(3-ethylureido)pyrimidin-4-yl)methyl)piperidin-1-yl)-6-fluoro-N-methylpicolinamide